N-Methyl-N-[(2S,4S)-2-methylpiperidin-4-yl]-5-[4-(1-methyl-1H-pyrazol-4-yl)-1H-pyrrolo[2,3-c]pyridin-7-yl][1,3]thiazolo[5,4-d][1,3]thiazol-2-amin CN(C=1SC=2N=C(SC2N1)C=1N=CC(=C2C1NC=C2)C=2C=NN(C2)C)[C@@H]2C[C@@H](NCC2)C